C(C)N(S(=O)(=O)C1=NN2C(N=CC=C2)=C1)C(C(F)(F)F)C1=CC=C(C=C1)F N-ethyl-N-(2,2,2-trifluoro-1-(4-fluorophenyl)ethyl)pyrazolo[1,5-a]pyrimidine-2-sulfonamide